pentakis(methoxy)niobium CO[Nb](OC)(OC)(OC)OC